(E)-3-(5-(4-((1-(4-(2-(4-(1-(4-hydroxyphenyl)-2-phenylbut-1-en-1-yl)phenoxy)ethyl)piperazine-1-carbonyl)piperidin-4-yl)methyl)piperazin-1-yl)-1-oxoisoindolin-2-yl)piperidine-2,6-dione OC1=CC=C(C=C1)/C(=C(/CC)\C1=CC=CC=C1)/C1=CC=C(OCCN2CCN(CC2)C(=O)N2CCC(CC2)CN2CCN(CC2)C=2C=C3CN(C(C3=CC2)=O)C2C(NC(CC2)=O)=O)C=C1